CN1N=C(C2=C(C1=O)NC=C2)C2=C(C=CC(=C2)NS(=O)(=O)C)OC2=CC=CC=C2 6-methyl-4-{5-[(methylsulfonyl)amino]-2-phenoxyphenyl}-7-oxo-6,7-dihydro-1H-pyrrolo[2,3-d]pyridazine